5-(4-((1R,5S)-3,8-diazabicyclo[3.2.1]octan-3-yl)-2-(((S)-1-methylpyrrolidin-2-yl)methoxy)quinazolin-7-yl)-2-chloroaniline [C@H]12CN(C[C@H](CC1)N2)C2=NC(=NC1=CC(=CC=C21)C=2C=CC(=C(N)C2)Cl)OC[C@H]2N(CCC2)C